methyl (R)-2-((tert-butoxycarbonyl)-amino)-5-oxooctanoate C(C)(C)(C)OC(=O)N[C@@H](C(=O)OC)CCC(CCC)=O